1-trimethoxysilyl-2-bis(diethylamino)phenylsilylethylene CO[Si](C=C[Si](C1=CC=CC=C1)(N(CC)CC)N(CC)CC)(OC)OC